FC1=C(C=CC(=C1)C=1C=2C(=C(SC2N2C(=NN=C2[C@@H](N1)C)C)C)C)N1CC2(CCN(C2)C(=O)OC(C)(C)C)CC1 tert-butyl 7-[2-fluoro-4-[(9S)-4,5,9,13-tetramethyl-3-thia-1,8,11,12-tetrazatricyclo[8.3.0.02,6]trideca-2(6),4,7,10,12-pentaen-7-yl]phenyl]-2,7-diazaspiro[4.4]nonane-2-carboxylate